Cl.CN(CCC1CC(CC1)N)C 3-[2-(dimethylamino)ethyl]cyclopentanamine hydrochloric acid salt